2-ethyl-6-fluoro-7-methylbenzo[d]isothiazol C(C)N1SC2=C(C1)C=CC(=C2C)F